NC1=C(C(OC2=CC=CC=C12)=O)C1=CC=CC=C1 amino-3-phenylcumarin